3-AMINO-AZACYCLOTRIDECAN-2-ONE NC1C(NCCCCCCCCCC1)=O